C(C)OC(=O)[C@H]1NC2=CC=C(C=C2[C@@H]([C@H]1CCCCC)NC1=CC=C(C=C1)Cl)OC (2S,3R,4R)-Ethyl-4-((4-chlorophenyl)amino)-6-methoxy-3-pentyl-1,2,3,4-tetrahydroquinoline-2-carboxylate